tert-butyl N-[[4-(2-methylpyrazol-3-yl)phenyl]methyl]carbamate CN1N=CC=C1C1=CC=C(C=C1)CNC(OC(C)(C)C)=O